tri-hydroxytriethylamine OC(CN(CC)CC)(O)O